5-(benzyloxy)-3-chloro-N-(3-methoxy-2,6-dimethylphenyl)pyrazin-2-amine C(C1=CC=CC=C1)OC=1N=C(C(=NC1)NC1=C(C(=CC=C1C)OC)C)Cl